2-imino-6-methyl-1,3,5-triazine N=C1NC(=NC=N1)C